N-(3-chlorobenzyl)benzo[d]isothiazol-3-amine ClC=1C=C(CNC2=NSC3=C2C=CC=C3)C=CC1